NC1=NC2=CC(=CC=C2C=C1Br)CC[C@]1(S[C@H]([C@@H]([C@@H]1O)O)N1C=CC2=C1N=CN=C2Cl)C (2R,3S,4R,5R)-2-(2-(2-Amino-3-bromochinolin-7-yl)ethyl)-5-(4-chloro-7H-pyrrolo[2,3-d]pyrimidin-7-yl)-2-methyltetrahydrothiophen-3,4-diol